(4aS,8aS)-octahydroquinolin-2(1H)-one N1C(CC[C@@H]2CCCC[C@H]12)=O